C(=S)[S-].[NH4+] ammonium dithioformate